Cl.NCC1(CS(CC1)(=O)=O)O 3-(aminomethyl)-3-hydroxytetrahydrothiophene 1,1-dioxide hydrochloride